CN1C(C2=C(C(C1)C)NC(=C2C2=CC=CC=C2)C2=CC(=NC=C2)NC(C(CC(F)F)C2=CC=C(C=C2)F)=O)=O N-{4-[5,7-Dimethyl-4-oxo-3-phenyl-4,5,6,7-tetrahydro-1H-pyrrolo[3,2-c]pyridin-2-yl]pyridin-2-yl}-4,4-difluoro-2-(4-fluorophenyl)butanamid